C1(CCCC1)C=1C=CC(=NC1)C(C(=O)N)C (5-cyclopentylpyridin-2-yl)propanamide